4-[4-[3-(3,4-dimethoxyphenyl)-1,2,4-oxadiazol-5-yl]piperidine-1-carbonyl]-1-(3,4-dimethylphenyl)pyrrolidin-2-one COC=1C=C(C=CC1OC)C1=NOC(=N1)C1CCN(CC1)C(=O)C1CC(N(C1)C1=CC(=C(C=C1)C)C)=O